1H-indole-3-carbonyl azide N1C=C(C2=CC=CC=C12)C(=O)N=[N+]=[N-]